O=C1N(C(C2=CC=CC=C12)=O)[K] 1,3-dioxo-2,3-dihydro-1H-isoindol-2-yl-potassium